C1(=C(C(=CC=C1)C(=O)[O-])C(=O)[O-])C1=CC=CC=C1.[Na+].[Na+] sodium biphenyldicarboxylate